ClC1=C(C=CC=C1Cl)CN1C(CCC1=O)CC(=O)NS(N(C)C)(=O)=O 2-[1-[(2,3-dichlorophenyl)methyl]-5-oxo-pyrrolidin-2-yl]-N-(dimethylsulfamoyl)acetamid